C(C)NC1=CC2=C(C(N(N=C2C(C)C)C2(CC2)C(=O)NC2=NC=CC=N2)=O)S1 [2-(Ethylamino)-7-oxo-4-(propan-2-yl)-6H,7H-thieno[2,3-d]pyridazin-6-yl]-N-(pyrimidin-2-yl)cyclopropane-1-carboxamide